Cl.C1(CC1)C1=NC(=NN1C)C1=CC=C(C=C1)NC(C1=CC(=CC=C1)CN1CCS(CC1)(=O)=O)=O N-[4-(5-Cyclopropyl-1-methyl-1,2,4-triazol-3-yl)phenyl]-3-[(1,1-dioxo-1,4-thiazinan-4-yl)methyl]benzamide HCl salt